BrC1=CC=C(C(=N1)C=O)Cl 6-bromo-3-chloropyridine-carboxaldehyde